2-(3-fluorophenyl)-6-hydroxy-3,4-dihydroisoquinolin-1-one FC=1C=C(C=CC1)N1C(C2=CC=C(C=C2CC1)O)=O